CN1CC=2N(CC1)N=CC2C=2C=C1C(=NC2)NC=C1C=1C=C2C(=NC=NC2=CC1)OC1CCN(CC1)C 6-(5-(5-methyl-4,5,6,7-tetrahydropyrazolo[1,5-a]pyrazin-3-yl)-1H-pyrrolo[2,3-b]pyridin-3-yl)-4-((1-methylpiperidin-4-yl)oxy)quinazoline